(S)-3-(4-bromophenyl)-3-((t-butoxycarbonyl)amino)propionic acid BrC1=CC=C(C=C1)[C@H](CC(=O)O)NC(=O)OC(C)(C)C